(2Z)-3-ethoxy-2-[(2,5,6-trichloropyridin-3-yl)carbonyl]acrylic acid ethyl ester C(C)OC(\C(=C/OCC)\C(=O)C=1C(=NC(=C(C1)Cl)Cl)Cl)=O